(3R)-3-(4-Chlorophenyl)-2-[(5-Chloropyridin-2-yl)methyl]-3-[(1-hydroxycyclopropyl)methoxy]-6-(2-hydroxypropan-2-yl)-2,3-dihydro-1H-isoindol-1-on ClC1=CC=C(C=C1)[C@@]1(N(C(C2=CC(=CC=C12)C(C)(C)O)=O)CC1=NC=C(C=C1)Cl)OCC1(CC1)O